N-tert-butyl-6-(3,5-difluoroanilino)-3-prop-2-ynyloxy-pyridine-2-carboxamide C(C)(C)(C)NC(=O)C1=NC(=CC=C1OCC#C)NC1=CC(=CC(=C1)F)F